2-fluoro-4-((2-(methylcarbamoyl)pyridin-4-yl)amino)benzoic acid methyl ester COC(C1=C(C=C(C=C1)NC1=CC(=NC=C1)C(NC)=O)F)=O